FC1=C(C=C2C(=NN(C2=C1)COCC[Si](C)(C)C)C1=CC(=C2CCN(CC2=C1)C)C)C1=C(C=CC=C1C)F 7-(6-fluoro-5-(2-fluoro-6-methylphenyl)-1-((2-(trimethylsilyl)ethoxy)methyl)-1H-indazol-3-yl)-2,5-dimethyl-1,2,3,4-tetrahydroisoquinoline